1-N-[2-[4-(hydroxymethyl)cyclohexyl]-6-methylsulfinyl-indazol-5-yl]-6-(trifluoromethyl)pyridine-2-carboxamide OCC1CCC(CC1)N1N=C2C=C(C(=CC2=C1)N1C(C=CC=C1C(F)(F)F)C(=O)N)S(=O)C